methyl (1r,4r)-4-(((3'-bromo-2'-chloro-3-fluoro-5-methoxy-[1,1'-biphenyl]-4-yl)methyl)(methyl)amino)cyclohexane-1-carboxylate BrC=1C(=C(C=CC1)C1=CC(=C(C(=C1)OC)CN(C1CCC(CC1)C(=O)OC)C)F)Cl